C(C)N(C=NC1=C(C(=CC(=C1)OC)CC1=CC(=CC(=C1)C)F)C)C N-ethyl-N'-(3-(3-fluoro-5-methylbenzyl)-5-methoxy-2-methylphenyl)-N-methyl-formamidine